4-{4-[4-(2,6-dioxopiperidin-3-yl)phenyl]piperazine-1-carbonyl}benzoic acid O=C1NC(CCC1C1=CC=C(C=C1)N1CCN(CC1)C(=O)C1=CC=C(C(=O)O)C=C1)=O